FC1=CC(=C(N[C@@H](C)C=2C=C(C=C3C(N(C(=NC23)C2CCOCC2)C)=O)C)C=C1)N1CCC(CC1)O 8-[(1S)-1-[4-fluoro-2-(4-hydroxy-1-piperidyl)anilino]ethyl]-3,6-dimethyl-2-tetrahydropyran-4-yl-quinazolin-4-one